2-{3-[(3R)-3-methylpiperazin-1-yl]-1,2,4-triazin-6-yl}-5-(1H-pyrazol-4-yl)phenol C[C@@H]1CN(CCN1)C=1N=NC(=CN1)C1=C(C=C(C=C1)C=1C=NNC1)O